tert-Butyl 4-[[5-(trifluoromethyl)-2-pyridyl]methyl]piperidine-1-carboxylate FC(C=1C=CC(=NC1)CC1CCN(CC1)C(=O)OC(C)(C)C)(F)F